NC=1C2=C(N=C(N1)C)N(C=C2)[C@H]2[C@@H]([C@]1(CC[C@H]([C@H]1C2)CC2=CC=C1C=C(C(=NC1=C2)N)Cl)O)O (1S,2R,3aR,4S,6aR)-2-(4-amino-2-methyl-7H-pyrrolo[2,3-d]pyrimidin-7-yl)-4-((2-amino-3-chloroquinolin-7-yl)methyl)hexahydropentalene-1,6a(1H)-diol